2-chloropyrimidine-4-formamidine HCl salt Cl.ClC1=NC=CC(=N1)C(=N)N